CC1=CC=CC(=N1)C1=C(N=CN1)C=1C=C2C=C(C=NC2=CC1)NCCN1CCNCC1 6-[5-(6-methyl-2-pyridyl)-1H-imidazol-4-yl]-N-(2-piperazin-1-ylethyl)quinolin-3-amine